C1(CC1)C1=NNC(=N1)C1CC2(CN(C2)C(=O)N2CC3(C2)CN(C3)CC=3N(N=CC3)C(F)(F)F)C1 [6-(3-cyclopropyl-1H-1,2,4-triazol-5-yl)-2-azaspiro[3.3]heptan-2-yl]-[6-[[2-(trifluoromethyl)pyrazol-3-yl]methyl]-2,6-diazaspiro[3.3]heptan-2-yl]methanone